(±)-cis-isopropyl 3-hydroxycyclohexanecarboxylate O[C@H]1C[C@H](CCC1)C(=O)OC(C)C |r|